CC1=C(C=2C3(C4=CC=CC=C4OC2C=C1)NC(C1=CC=CC=C13)=O)C dimethylspiro[isoindoline-1,9'-xanthen]-3-one